N-(2-((1r,3r,5r,7r)-adamantan-2-ylamino)ethyl)-1-(2-chloro-4-fluorophenyl)-5-(4-chlorophenyl)-4-methyl-1H-pyrazole-3-carboxamide C12C(C3CC(CC(C1)C3)C2)NCCNC(=O)C2=NN(C(=C2C)C2=CC=C(C=C2)Cl)C2=C(C=C(C=C2)F)Cl